NC1CCN(CC1)C(=O)OC1=CC=C(C=C1)[C@H]1C[C@]2(CCC1)OC1(OO2)[C@@H]2CC3CC(C[C@@H]1C3)(C2)NC(CCCNC(C2=CC=C(C=C2)F)=O)=O 4-((1R,2r,3S,3''R,5S,5'R,7S)-5-(4-(4-fluorobenzamido)butanamido)dispiro[adamantane-2,3'-[1,2,4]trioxolane-5',1''-cyclohexan]-3''-yl)phenyl 4-aminopiperidine-1-carboxylate